CN([C@@H](CC(C)C)C(=O)O)C(C(F)(F)F)C1=CC(=C(C=C1)C1=C(C=CC(=C1)Br)OCOC)F Methyl-(1-(5'-bromo-2-fluoro-2'-(methoxymethoxy)-[1,1'-biphenyl]-4-yl)-2,2,2-trifluoroethyl)-L-leucine